C(#N)C=1N=CN(C1)C1=CCC2C3CC=C4C[C@H](CC[C@@]4(C3CC[C@]12C)C)N=[N+]=[N-] 4-cyano-1-((3S,10R,13S)-3-azido-10,13-dimethyl-2,3,4,7,8,9,10,11,12,13,14,15-dodecahydro-1H-cyclopenta[a]phenanthren-17-yl)-1H-imidazole